methyl (Z)-2-azido-3-(1H-indol-5-yl)prop-2-enoate N(=[N+]=[N-])\C(\C(=O)OC)=C/C=1C=C2C=CNC2=CC1